(S)-N-(4-(chlorodifluoromethoxy)phenyl)-4-(fluoromethyl)-6-(1H-pyrazol-5-yl)-3,4-dihydro-1H-benzo[4,5]imidazo[2,1-c][1,4]oxazine-8-carboxamide ClC(OC1=CC=C(C=C1)NC(=O)C=1C=C(C2=C(N=C3COC[C@H](N32)CF)C1)C1=CC=NN1)(F)F